tert-Butyl N-[(1RS,3RS)-3-methyl-4-oxocyclohexyl]carbamate C[C@@H]1C[C@@H](CCC1=O)NC(OC(C)(C)C)=O |r|